C(CCCCCCCCC)(=O)OCCCCCCCN(CCCCCCCC(=O)OC(CCCCCCCC)CCCCCCCC)CCCl 7-[2-chloroethyl-[8-(1-octylnonoxy)-8-oxo-octyl]amino]heptyl decanoate